N1=C(C=CC=C1)/C=C/C1=NNC2=CC(=CC=C12)SC=1C=C(C=CC1)NC(CC1=CC=C(C=C1)C(F)(F)F)=O (E)-N-(3-((3-(2-(pyridin-2-yl)vinyl)-1H-indazol-6-yl)thio)phenyl)-2-(4-(trifluoromethyl)phenyl)acetamide